FC1=CC=C(C=C1)CCCNC1CCN(CC1)C1=C2C(=NC=N1)ON=C2C N-(3-(4-Fluorophenyl)propyl)-1-(3-methylisoxazolo[5,4-d]pyrimidin-4-yl)piperidin-4-amine